FC=1C(=NC=CC1)SC=1C=2N(C=C(C1)C=1C=NN(C1)[C@@H]1CN(CC1)CC(C)(C)O)N=CC2C#N (S)-4-((3-fluoropyridin-2-yl)thio)-6-(1-(1-(2-hydroxy-2-methylpropyl)pyrrolidin-3-yl)-1H-pyrazol-4-yl)pyrazolo[1,5-a]pyridine-3-carbonitrile